N-(5-((6-((S)-3-benzylisoxazolidine-2-yl)pyrimidine-4-yl)amino)-4-methoxy-2-(4-(oxetane-3-yl)piperazine-1-yl)phenyl)acrylamide C(C1=CC=CC=C1)[C@@H]1N(OCC1)C1=CC(=NC=N1)NC=1C(=CC(=C(C1)NC(C=C)=O)N1CCN(CC1)C1COC1)OC